ClC=1C=C2C=NN(C2=CC1N1CCC(CC1)C1=NC=CC=N1)C=1C=NN(C1)C1CC1 5-chloro-1-(1-cyclopropyl-1H-pyrazol-4-yl)-6-[4-(pyrimidin-2-yl)piperidin-1-yl]-1H-indazole